FC=1C=C(C=C(C1)F)N1N=C(C=C(C1=O)C(=O)N[C@H](CO)C)C1=NC=C(C=C1)C(F)(F)F 2-(3,5-Difluorophenyl)-N-[(2S)-1-hydroxypropan-2-yl]-3-oxo-6-[5-(trifluoromethyl)pyridin-2-yl]-2,3-dihydropyridazine-4-carboxamide